C(C1=CC=CC=C1)OC=1C=C(C=CC1OCC1=CC=CC=C1)C[C@H](C)CC(=O)O.CO[SiH](NCC1=CC=CC=C1)OC Dimethoxy(phenylmethylamino)silane (S)-1-(3,4-dibenzyloxyphenyl)propan-2-yl-acetate